2-[6-[2-(2-aminothiazol-4-yl)phenyl]-6,6-difluoro-hexyl]isoindoline-1,3-dione NC=1SC=C(N1)C1=C(C=CC=C1)C(CCCCCN1C(C2=CC=CC=C2C1=O)=O)(F)F